C1(=CC=CC=C1)P(OC1=CC2=CC=CC=C2C=C1)(OC1=CC2=CC=CC=C2C=C1)=O di(2-naphthyl) phenylphosphonate